ClC1=NC=C(C(=C1)N1CCC(CCC1)CO)C#CC=1C=NN(C1)C (1-(2-chloro-5-((1-methyl-1H-pyrazol-4-yl)ethynyl)pyridin-4-yl)azepan-4-yl)methanol